trisButyl-(1-ethoxyethylene) tin [Sn].C(CCC)C(=C(OCC)CCCC)CCCC